4-chloro-5-iodo-7-(2,3,5-tri-O-benzoyl-β-D-ribofuranosyl)-7H-pyrrolo[2,3-d]pyrimidine ClC=1C2=C(N=CN1)N(C=C2I)[C@H]2[C@H](OC(C1=CC=CC=C1)=O)[C@H](OC(C1=CC=CC=C1)=O)[C@H](O2)COC(C2=CC=CC=C2)=O